N-(2-chloro-[1,1'-biphenyl]-3-yl)-2-methylsulfanyl-oxazolo[5,4-c]pyridin-4-amine ClC1=C(C=CC=C1NC1=NC=CC2=C1OC(=N2)SC)C2=CC=CC=C2